[Cl-].[U+4].[Cl-].[Cl-].[Cl-] uranium(IV) chloride